CO[C@H](CO)C1=NC(=CC(=N1)N1C[C@@H](OCC1)C)N1N=C(C=C1)C=1C=C(C=CC1)C (S)-2-methoxy-2-(4-((S)-2-methylmorpholino)-6-(3-(m-tolyl)-1H-pyrazol-1-yl)pyrimidin-2-yl)ethan-1-ol